CC1=NOC(=C1C=1C=C(C=CC1OC[C@@H]1NCCCC1)NC(=O)C=1N=C(SC1C)C)C (R)-N-(3-(3,5-dimethylisoxazol-4-yl)-4-(piperidin-2-ylmethoxy)phenyl)-2,5-dimethylthiazole-4-carboxamide